5-chloro-2-(4-fluoro-2-methylphenoxy)-N-(1-(hydroxymethyl)-6-oxo-1,6-dihydropyridazin-4-yl)-4-(trifluoromethyl)benzamide ClC=1C(=CC(=C(C(=O)NC=2C=NN(C(C2)=O)CO)C1)OC1=C(C=C(C=C1)F)C)C(F)(F)F